NC=1N=NC(=CC1N1CC2CCC(C1)N2C=2C=CC(=NC2)OC2CCN(CC2)C2CC1(CC(C1)C(=O)OC)C2)C2=C(C=CC=C2)O Methyl 6-(4-((5-(3-(3-amino-6-(2-hydroxyphenyl)pyridazin-4-yl)-3,8-diazabicyclo[3.2.1]octan-8-yl)pyridin-2-yl)oxy)piperidin-1-yl)spiro[3.3]heptane-2-carboxylate